N-(2-chloro-3-((3-cyclopentyl-5-methyl-4-oxo-3,4-dihydroquinazolin-6-yl)amino)-4-fluorophenyl)propane-1-sulfonamide trifluoroacetate FC(C(=O)O)(F)F.ClC1=C(C=CC(=C1NC=1C(=C2C(N(C=NC2=CC1)C1CCCC1)=O)C)F)NS(=O)(=O)CCC